3-(9-benzyl-6-(1-methylcyclopropoxy)-9H-purin-8-yl)pyridin-2(1H)-one C(C1=CC=CC=C1)N1C2=NC=NC(=C2N=C1C=1C(NC=CC1)=O)OC1(CC1)C